OC[13C](=O)[C@@H](O)[C@H](O)[C@H](O)CO [2-13C]fructose